C(C)(C)O[Zr](C(CC(=O)COCC)=O)(OC(C)C)OC(C)C tri-isopropoxy-mono(ethoxyacetoacetyl)zirconium